C1(CC1)C(=O)N1CCC2=CC(=CC=C12)C=1N=C(SC1C)NC(CC1=CC(=CC=C1)OCCC(CCNC1=C2C(N(C(C2=CC=C1)=O)C1C(NC(CC1)=O)=O)=O)C)=O N-(4-(1-(cyclopropanecarbonyl)indolin-5-yl)-5-methylthiazol-2-yl)-2-(3-((5-((2-(2,6-dioxopiperidin-3-yl)-1,3-dioxoisoindolin-4-yl)amino)-3-methylpentyl)oxy)phenyl)acetamide